C(C)(=O)SC1CC(CCC1)=O S-(3-oxocyclohexyl) thioacetate